1-(5-tert-butyl-isoxazol-3-yl)-3-[4-(5,6-dimethyl-benzimidazol-1-yl)-phenyl]-urea C(C)(C)(C)C1=CC(=NO1)NC(=O)NC1=CC=C(C=C1)N1C=NC2=C1C=C(C(=C2)C)C